BrC1=CC(=C(C(=C1)C)C1NC(OC1)=O)C 4-(4-bromo-2,6-dimethylphenyl)-1,3-oxazolidin-2-one